1-[4-(2,3-dimethylphenyl)piperazin-1-yl]-2-{(3bR,4aR)-3-[(3R,5S)-3,4,5-trimethylpiperazine-1-carbonyl]-3b,4,4a,5-tetrahydro-1H-cyclopropa[3,4]cyclopenta[1,2-c]pyrazol-1-yl}ethan-1-one CC1=C(C=CC=C1C)N1CCN(CC1)C(CN1N=C(C2=C1C[C@@H]1[C@H]2C1)C(=O)N1C[C@H](N([C@H](C1)C)C)C)=O